R-Hydrazine NN